C(#N)C1=CN(C2=NC=C(C=C21)C2=CC=C(C=C2)S(=O)(=O)N2CCC(CC2)NC2=NC=C(C=C2)C(F)(F)F)CCNC(C)=O N-(2-(3-Cyano-5-(4-((4-((5-(trifluoromethyl)pyridin-2-yl)amino)piperidin-1-yl)sulfonyl)phenyl)-1H-pyrrolo[2,3-b]pyridin-1-yl)ethyl)acetamide